NC=1C2=C(N=CN1)N(C(=C2C2=CC(=C(C=C2)OC2=NC(=CC=C2)C)OC)C#CC2CN(C2)C2CCN(CC2)C(C=C)=O)C2COCC2 1-(4-(3-((4-amino-5-(3-methoxy-4-(6-methylpyridin-2-yloxy)phenyl)-7-(tetrahydrofuran-3-yl)-7H-pyrrolo[2,3-d]pyrimidin-6-yl)ethynyl)azetidin-1-yl)piperidin-1-yl)prop-2-en-1-one